1-(6-Fluoro-4-((2R,3S)-2-methyl-3-((methylsulfonyl)methyl)azetidin-1-yl)pyridin-2-yl)-6-(4-methoxypyridin-3-yl)-4-methyl-1H-pyrazolo[4,3-c]pyridine FC1=CC(=CC(=N1)N1N=CC=2C(=NC(=CC21)C=2C=NC=CC2OC)C)N2[C@@H]([C@H](C2)CS(=O)(=O)C)C